2-(3-methylisoxazol-5-yl)-N-(5-(3-oxocyclopentyl)thiazol-2-yl)acetamide CC1=NOC(=C1)CC(=O)NC=1SC(=CN1)C1CC(CC1)=O